tert-Butyl 4-((2R,3R)-1-(2-(difluoromethyl)-6-((7R)-4,7-dimethyl-1-oxa-8-azaspiro[4.5]dec-3-en-8-yl)pyrimidin-4-yl)-2-methylazetidin-3-yl)piperazine-1-carboxylate FC(C1=NC(=CC(=N1)N1[C@@H]([C@@H](C1)N1CCN(CC1)C(=O)OC(C)(C)C)C)N1[C@@H](CC2(C(=CCO2)C)CC1)C)F